N'-(5-Bromo-6-((isopentyl(oxo)(phenyl)-λ6-sulfaneyliden)amino)-2-methylpyridin-3-yl)-N-ethyl-N-methylformimidamid BrC=1C=C(C(=NC1N=S(C1=CC=CC=C1)(=O)CCC(C)C)C)N=CN(C)CC